5-(5-chloropyrimidin-2-yl)oxy-2-(trifluoromethyl)-4-[2-(trifluoromethyl)pyrimidin-5-yl]quinazoline ClC=1C=NC(=NC1)OC1=C2C(=NC(=NC2=CC=C1)C(F)(F)F)C=1C=NC(=NC1)C(F)(F)F